ethyl 3-bromo-1-(3-chloropyridine-2-yl)-1H-pyrazole-5-carboxylate BrC1=NN(C(=C1)C(=O)OCC)C1=NC=CC=C1Cl